(S)-1-((1r,3S)-3-isopropylcyclobutyl)-3-(isoquinolin-4-yl)-2-oxoimidazolidine-4-carbonitrile C(C)(C)C1CC(C1)N1C(N([C@@H](C1)C#N)C1=CN=CC2=CC=CC=C12)=O